CN(C=1C(=C(C(=O)O)C=CC1C(NS(=O)(=O)N1CCCC1)=O)F)C 3-(dimethylamino)-2-fluoro-4-((pyrrolidin-1-ylsulfonyl)carbamoyl)benzoic acid